8-(2-amino-6-((R)-1-(2'-amino-5-chloro-[1,1'-biphenyl]-2-yl)-2,2,2-trifluoroethoxy)pyrimidin-4-yl)-2,8-diazaspiro[4.5]decane-3-carboxylic acid NC1=NC(=CC(=N1)N1CCC2(CC(NC2)C(=O)O)CC1)O[C@@H](C(F)(F)F)C1=C(C=C(C=C1)Cl)C1=C(C=CC=C1)N